4-[5-(4-imidazol-1-ylcyclohexoxy)-3-[2-[(3-methyl-2-nitro-imidazol-4-yl)methyl]tetrazol-5-yl]-1,6-naphthyridin-7-yl]morpholine N1(C=NC=C1)C1CCC(CC1)OC1=C2C=C(C=NC2=CC(=N1)N1CCOCC1)C=1N=NN(N1)CC=1N(C(=NC1)[N+](=O)[O-])C